O(CCCC(=O)O)CCCC(=O)O 4,4'-oxydibutyric acid